S1(O)CC=C(O)C=C1 thiaquinol